ethyl 1-(2,4-difluorophenyl)-5-methyl-1H-pyrazole-3-carboxylate FC1=C(C=CC(=C1)F)N1N=C(C=C1C)C(=O)OCC